2-methoxyisophthalaldehyde COC1=C(C=O)C=CC=C1C=O